7-chloro-3-cyclopropyl-5-(2-methylsulfanyl-pyrimidin-4-yl)pyrazolo[1,5-a]pyrimidine ClC1=CC(=NC=2N1N=CC2C2CC2)C2=NC(=NC=C2)SC